(E)-1-(4-(3-bromopropoxy)phenyl)-3-(2,6-dichlorophenyl)prop-2-en-1-one BrCCCOC1=CC=C(C=C1)C(\C=C\C1=C(C=CC=C1Cl)Cl)=O